C(#N)C=1N=C2C(=CC(N(C2=CC1)C)=O)N1CC(C(CC1)N(C(C1=CC=C(C=C1)F)=O)C)C N-(1-(6-Cyano-1-methyl-2-oxo-1,2-dihydro-1,5-naphthyridin-4-yl)-3-methylpiperidin-4-yl)-4-fluoro-N-methylbenzamid